C(C(C)C)N(C(=O)NC1=CC=C(C=C1)OC(F)(F)F)CC1=CC=2N(C=C1)N=CC2C(=O)O 5-((1-isobutyl-3-(4-(trifluoromethoxy)phenyl)ureido)methyl)pyrazolo[1,5-a]pyridine-3-carboxylic acid